C1(=CCC(C=C1)(S)S)C=CC1=CC=CC=C1 stilbene-4,4-dithiol